tert-butyl 2-chloro-5-methyl-5,7-dihydropyrrolo[3,4-b]pyridine-6-carboxylate ClC1=CC=C2C(=N1)CN(C2C)C(=O)OC(C)(C)C